1-[4-(5-{5-[(R)-(1,3-dimethyl-azetidin-3-yl)-hydroxy-(4-isopropyl-phenyl)-methyl]-pyridin-3-yl}-2-isopropyl-2H-[1,2,4]triazol-3-yl)-4-hydroxy-piperidin-1-yl]-ethanone CN1CC(C1)(C)[C@@](C=1C=C(C=NC1)C=1N=C(N(N1)C(C)C)C1(CCN(CC1)C(C)=O)O)(C1=CC=C(C=C1)C(C)C)O